NC1=CC=CC(=N1)S(=O)(=O)NC(=O)C=1C(=NC(=CC1)C=1C(=NC(=NC1)OC)OC)OC1=C(C=C(C=C1C)C)C N-[(6-Amino-2-pyridyl)sulfonyl]-6-(2,4-dimethoxypyrimidin-5-yl)-2-(2,4,6-trimethylphenoxy)pyridin-3-carboxamid